C1=CC=CC=2C3=CC=CC=C3C(C12)COC(=O)N[C@@H](CC(=O)OC(C)(C)C)C(=O)NCCC1=CC(=CC=C1)OC tert-butyl (S)-3-((((9H-fluoren-9-yl)methoxy)carbonyl)amino)-4-((3-methoxyphenethyl)amino)-4-oxobutanoate